NC1=C(C=C(C(=C1)S(F)(F)(F)(F)F)Cl)O 2-amino-5-chloro-4-(pentafluoro-λ6-sulfaneyl)phenol